NC1=C2C(=NC=N1)N(N=C2C=2NC1=CC(=CC=C1C2Cl)C(=O)NC2CC2)C2CCN(CC2)S(=O)(=O)C 2-[4-amino-1-(1-methanesulfonylpiperidin-4-yl)-1H-pyrazolo[3,4-d]pyrimidin-3-yl]-3-chloro-N-cyclopropyl-1H-indole-6-carboxamide